4-(2-chlorophenyl)-5-methyl-2-(3-thienyl)imidazole isopropyl-(1S,4R)-4-[[3-[(2-chloro-6-methyl-4-pyridyl)amino]-2-methoxy-3-oxo-propanoyl]amino]cyclopent-2-ene-1-carboxylate C(C)(C)OC(=O)[C@@H]1C=C[C@@H](C1)NC(C(C(=O)NC1=CC(=NC(=C1)C)Cl)OC)=O.ClC1=C(C=CC=C1)C=1N=C(NC1C)C1=CSC=C1